(R)-dimethyl((6-(3-methylmorpholino)-2-(2-methylpyridin-4-yl)-pyrimidin-4-yl)imino)-λ6-sulfanone CS(=O)(=NC1=NC(=NC(=C1)N1[C@@H](COCC1)C)C1=CC(=NC=C1)C)C